N-methyl-L-Tryptophan CN[C@@H](CC1=CNC2=CC=CC=C12)C(=O)O